7-(4-fluorophenyl)-[1,2,4]Triazolo[1,5-c]Pyrimidin-5-amine FC1=CC=C(C=C1)C1=CC=2N(C(=N1)N)N=CN2